C(\C=C/C(=O)O)(=O)O.C(CC)O 1-propanol maleate